CC=1NC=C(N1)C1=CC=C(C=C1)C1=CC=C(C=C1)C=1N=C(NC1)C 4,4'-bis(2-methylimidazolyl)biphenyl